(R)-3-((1-aminobutan-2-yl)oxy)-8-chloro-2-naphthoic acid methyl ester hydrochloride Cl.COC(=O)C1=CC2=C(C=CC=C2C=C1O[C@@H](CN)CC)Cl